OC1=C(C=C(C=C1)C[N-]CCCCCC#CCC)OC N-[(4-hydroxy-3-methoxyphenyl)methyl]-6-nonynylamide